N-(4-(4-amino-1-isopropyl-7-(4(S)-((2-methoxyethyl)amino)cyclohex-1-en-1-yl)-1H-pyrazolo[4,3-c]pyridin-3-yl)-2-fluorophenyl)-2-chlorobenzenesulfonamide NC1=NC=C(C2=C1C(=NN2C(C)C)C2=CC(=C(C=C2)NS(=O)(=O)C2=C(C=CC=C2)Cl)F)C2=CC[C@H](CC2)NCCOC